(2S,5R)-2-(Benzyloxy)-5-{(1R,3aR,4S,7aR)-4-[(tert-butyldimethylsilyl)oxy]-7a-methyloctahydro-1H-inden-1-yl}hexan C(C1=CC=CC=C1)O[C@@H](C)CC[C@@H](C)[C@H]1CC[C@H]2[C@H](CCC[C@]12C)O[Si](C)(C)C(C)(C)C